C(C)OC(CCCC[Si](OC)(OC)OC)CCCCl 2-(3-ethoxychlorohexyl)ethyltrimethoxysilane